1,1'-dimethyl-4,4'-bipyridyl bis(tetrafluoroborate) F[B-](F)(F)F.F[B-](F)(F)F.CN1C=CC(C=C1)=C1C=CN(C=C1)C